(methoxymethyl)-N-methyl-7-(prop-2-yn-1-ylamino)-2,3-dihydrobenzofuran-4-carboxamide COCC1OC=2C(C1)=C(C=CC2NCC#C)C(=O)NC